Trioleyl phosphite P(OCCCCCCCC\C=C/CCCCCCCC)(OCCCCCCCC\C=C/CCCCCCCC)OCCCCCCCC\C=C/CCCCCCCC